2-chloro-4-(tetradecylamino)benzoyl chloride ClC1=C(C(=O)Cl)C=CC(=C1)NCCCCCCCCCCCCCC